(2,1,3-benzothiadiazole) dibromide [Br-].[Br-].N=1SN=C2C1C=CC=C2